CN1N=CC(=C1)N\C(\C)=C\1/C(NC2=CC=CC(=C12)C=1C=NC=CC1C)=O (Z)-3-(1-((1-Methyl-1H-pyrazol-4-yl)amino)ethylidene)-4-(4-methylpyridin-3-yl)indolin-2-one